[4-fluoro-2-(6-methanesulfonylamino-carbonyl-pyridin-2-ylethynyl)-phenyl]-amid FC1=CC(=C(C=C1)[NH-])C#CC1=NC(=CC=C1)C(=O)NS(=O)(=O)C